8-chloro-6-(1-methyl-1H-pyrazol-4-yl)isoquinolin-3-amine ClC=1C=C(C=C2C=C(N=CC12)N)C=1C=NN(C1)C